F[P-](F)(F)(F)(F)F.N1(N=NC2=C1C=CC=C2)O[P+](N2CCCC2)(N2CCCC2)N2CCCC2 benzotriazole-1-oxy-Tris-pyrrolidino-phosphonium hexafluorophosphate